Methyl 2-(2-(N-methylacetamido)ethyl)-2H-1,2,3-triazole-4-carboxylate CN(C(C)=O)CCN1N=CC(=N1)C(=O)OC